1-(4-((4-acetylpiperazin-1-yl)methyl)-3-(trifluoromethyl)phenyl)-3-(4-((3-chloro-1H-pyrrolo[2,3-b]pyridin-4-yl)oxy)-2-fluorophenyl)urea C(C)(=O)N1CCN(CC1)CC1=C(C=C(C=C1)NC(=O)NC1=C(C=C(C=C1)OC1=C2C(=NC=C1)NC=C2Cl)F)C(F)(F)F